5,5-dimethyl-2,2-bipyridine CC1(CC=C(N=C1)C1=NC=CC=C1)C